C(C)(=O)C=1C(=NC(=CC1)N1C=NC2=C1C=CC(=C2)NC=2N=NC(=CC2)C)N2N=C(C=C2C)C#N 1-[3-Acetyl-6-[5-[(6-methylpyridazin-3-yl)amino]benzimidazol-1-yl]-2-pyridyl]-5-methyl-pyrazole-3-carbonitrile